5β-androstane-3α,17β-diol C[C@@]12[C@H](CC[C@H]1[C@@H]1CC[C@@H]3C[C@@H](CC[C@]3(C)[C@H]1CC2)O)O